ClC=1N=C(C2=C(N1)CCC2)N(CC(=O)NC(CC)(CC)C)C 2-({2-chloro-5H,6H,7H-cyclopenta[d]pyrimidin-4-yl}(methyl)amino)-N-(3-methylpentan-3-yl)acetamide